FC=1C=CC(=C2C=CC=NC12)C=O (8-fluoroquinolin-5-yl)methanone